N-((1r,3r)-3-((5-(1-(2,2-difluoroethyl)-4-fluoro-2-methyl-1H-benzo[d]imidazol-6-yl)-4-methoxypyrrolo[2,1-f][1,2,4]triazin-2-yl)amino)-1-methylcyclobutyl)acetamide FC(CN1C(=NC2=C1C=C(C=C2F)C=2C=CN1N=C(N=C(C12)OC)NC1CC(C1)(C)NC(C)=O)C)F